C(C)(C)C1=C(C=C(/C=C/C2=NC=CN=C2)C=C1)OC (E)-2-(4-isopropyl-3-methoxystyryl)pyrazine